OC[C@H](C1=CC=CC=C1)NC1=CC(=NC=C1C1=NC(=NO1)C12CCN(CC1)CC2)NC=2C=C1C(N(C(C1=CC2)=O)C)(C)C (S)-5-((4-((2-hydroxy-1-phenylethyl)amino)-5-(3-(quinuclidin-4-yl)-1,2,4-oxadiazol-5-yl)pyridin-2-yl)amino)-2,3,3-trimethylisoindolin-1-one